5-bromo-3-(1-ethoxyethenyl)-1-[[2-(trimethylsilyl)ethoxy]methyl]pyrazolo[3,4-b]pyridine BrC=1C=C2C(=NC1)N(N=C2C(=C)OCC)COCC[Si](C)(C)C